CC(CCCCCCCCCO)CC 10-methyl-dodecan-1-ol